6-[8-[[8-Fluoro-2-(methylaminomethyl)-6,7-dihydro-5H-cyclopenta[f][1,3]benzoxazol-6-yl]methyl]-2-oxo-1-oxa-3,8-diazaspiro[4.5]decan-3-yl]-4H-pyrido[3,2-b][1,4]oxazin-3-one FC1=C2C(=CC=3N=C(OC31)CNC)CC(C2)CN2CCC3(CN(C(O3)=O)C=3C=CC=1OCC(NC1N3)=O)CC2